ClC1=C(C=C(C(=C1)Cl)OC(C(F)F)(F)F)NC(=O)N[C@@H](C)C1=NC=NN1C1=CC(=NC=N1)C(=O)N 6-[5-[(1S)-1-[[2,4-dichloro-5-(1,1,2,2-tetrafluoroethoxy)phenyl]carbamoyl-amino]ethyl]-1,2,4-triazol-1-yl]pyrimidine-4-carboxamide